methyl (S)-2-((2-(2,6-difluoro-4-(4-(4,4,5,5-tetramethyl-1,3,2-dioxaborolan-2-yl)-1H-pyrazol-1-yl)phenyl)-7-methylimidazo[1,2-a]pyridin-3-yl)methyl)morpholine-4-carboxylate FC1=C(C(=CC(=C1)N1N=CC(=C1)B1OC(C(O1)(C)C)(C)C)F)C=1N=C2N(C=CC(=C2)C)C1C[C@H]1CN(CCO1)C(=O)OC